N-[1-[5-bromo-2-[5-(2,2-difluoroethoxy)pyrimidin-2-yl]-1,2,4-triazol-3-yl]ethyl]-3-(trifluoromethyl)-5-(trifluoromethyl-sulfanyl)benzamide BrC=1N=C(N(N1)C1=NC=C(C=N1)OCC(F)F)C(C)NC(C1=CC(=CC(=C1)SC(F)(F)F)C(F)(F)F)=O